FC1=C(N=CC2=C1N=C(N=C2N2CC1CCC(C2)N1)OCC(F)(F)F)C1=CC(=CC2=CC=C(C(=C12)C#C[Si](C(C)C)(C(C)C)C(C)C)F)OCOC 3-(8-fluoro-7-(7-fluoro-3-(methoxymethoxy)-8-((triisopropylsilyl)ethynyl)naphthalene-1-yl)-2-(2,2,2-trifluoroethoxy)pyrido[4,3-d]pyrimidin-4-yl)-3,8-diazabicyclo[3.2.1]octane